CSC1=NC=CC(=N1)N1N=C(C(=C1)C=O)C1=CC=CC=C1 (2-(methylthio)pyrimidin-4-yl)-3-phenyl-1H-pyrazole-4-carbaldehyde